CN(C1=CC=C(C=C1)C1=CC(=C(C=C1)[C@H](N(C(=O)[C@H]1[C@H]2CC[C@@H](C1)C2)C=2C=C(C=C(C2)F)/C=C/C(=O)OC)[2H])F)C methyl (E)-3-(3-((1S,2R,4R)-N-((R)-(4'-(dimethylamino)-3-fluoro-[1,1'-biphenyl]-4-yl)methyl-d)bicyclo[2.2.1]heptane-2-carboxamido)-5-fluorophenyl)acrylate